N-(4-(tert-butyl)-2-fluorophenyl)acetamide C(C)(C)(C)C1=CC(=C(C=C1)NC(C)=O)F